CN1C2=CC=CC=C2C(N2CCC=3C4=CC=CC=C4NC3[C@@H]12)=O (1S)-21-methyl-3,13,21-triazapentacyclo[11.8.0.02,10.04,9.015,20]henicosa-2(10),4,6,8,15,17,19-heptaen-14-one